NC1=NC(=CC(=N1)C1=NN(C=C1CC1=C(OCCN2[C@@H](COCC2)C(=O)O)C=CC=C1)C(F)F)Cl (3S)-4-[2-[2-[[3-(2-amino-6-chloro-pyrimidin-4-yl)-1-(difluoromethyl)pyrazol-4-yl]methyl]phenoxy]ethyl]morpholine-3-carboxylic acid